FC1=NNC2=CC=C(C=C12)CN 1-(3-fluoro-1H-indazol-5-yl)methanamine